ClC1=C(C(N(C(N1CC#CC1=CC(=C(C=C1)Cl)O)=O)C)=O)NC(CCC1=CC=C(C=C1)C)=O N-(6-chloro-1-(3-(4-chloro-3-hydroxyphenyl)prop-2-yn-1-yl)-3-methyl-2,4-dioxo-1,2,3,4-tetrahydropyrimidin-5-yl)-3-(p-tolyl)propanamide